4-(4-((3-(6-Fluoropyridin-3-yl)-1-(2-((tetrahydro-2H-pyran-2-yl)oxy)ethyl)-1H-1,2,4-triazol-5-yl)amino)phenyl)pyrimidin-2-amine FC1=CC=C(C=N1)C1=NN(C(=N1)NC1=CC=C(C=C1)C1=NC(=NC=C1)N)CCOC1OCCCC1